(E)-N'-cyano-2-((R)-1-(ethyl-sulfonyl)pyrrolidin-2-yl)-N-((1,2,3,5,6,7-hexahydro-s-indacen-4-yl)carbamoyl)ethene-1-sulfonimidamide C(#N)N=S(=O)(NC(NC1=C2CCCC2=CC=2CCCC12)=O)\C=C\[C@@H]1N(CCC1)S(=O)(=O)CC